Cl.CC1(CCNCC1)C1=NOC(=N1)C(F)(F)F 4-methyl-4-[5-(trifluoromethyl)-1,2,4-oxadiazol-3-yl]piperidine hydrochloride